(1S,3S,5S)-N-((8-cyanoimidazo[1,2-a]pyridin-3-yl)methyl)-5-methyl-2-((4-phenoxybutanoyl)glycyl)-2-azabicyclo[3.1.0]hexane-3-carboxamide C(#N)C=1C=2N(C=CC1)C(=CN2)CNC(=O)[C@H]2N([C@H]1C[C@]1(C2)C)C(CNC(CCCOC2=CC=CC=C2)=O)=O